4-(tert-butoxyamino)-8-iodoquinoline-3-carbonitrile C(C)(C)(C)ONC1=C(C=NC2=C(C=CC=C12)I)C#N